BrCCOCCOC1=CC2=C(C=3N([C@@H](CO2)C(C)C)C=C(C(C3)=O)C(=O)O)C=C1Cl (R)-3-(2-(2-bromoethoxy)ethoxy)-2-chloro-7-isopropyl-11-oxo-6,7-dihydro-11H-benzo[f]pyrido[1,2-d][1,4]oxazepine-10-carboxylic acid